C(#N)C1=CN=C(S1)C=O 5-cyano-thiazole-2-carbaldehyde